trans-3-((4-(4-((4-(aminomethyl)cyclohexyl)methyl)piperazin-1-yl)-3-fluorophenyl)amino)piperidine-2,6-dione NC[C@@H]1CC[C@H](CC1)CN1CCN(CC1)C1=C(C=C(C=C1)NC1C(NC(CC1)=O)=O)F